N-(1,3-dimethyl-1H-pyrazol-4-yl)-2-(1H-pyrazol-4-yl)-1,3-thiazole-4-carboxamide CN1N=C(C(=C1)NC(=O)C=1N=C(SC1)C=1C=NNC1)C